ClC1=NC2=CC(=CC=C2C(=C1)NCCC1=CC=C(C=C1)NS(=O)(=O)C)OC(F)(F)F N-(4-(2-((2-chloro-7-(trifluoromethoxy)quinolin-4-yl)amino)ethyl)phenyl)methanesulfonamide